2-Chloro-N-{2-[4-(difluoromethyl)-1,3-thiazol-5-yl]-2-{4-[(2-fluoropyrimidin-4-yl)-oxy]piperidin-1-yl}ethyl}-6-fluorobenzamid ClC1=C(C(=O)NCC(N2CCC(CC2)OC2=NC(=NC=C2)F)C2=C(N=CS2)C(F)F)C(=CC=C1)F